6-ethynyl-N-(1H-indol-3-yl)-3,4-dihydro-isoquinoline-2(1H)-carboxamide C(#C)C=1C=C2CCN(CC2=CC1)C(=O)NC1=CNC2=CC=CC=C12